bis{4'-(2,3-dicarboxyphenoxy)phenyl}propane C(=O)(O)C1=C(OC2=CC=C(C=C2)C(C)(C)C2=CC=C(C=C2)OC2=C(C(=CC=C2)C(=O)O)C(=O)O)C=CC=C1C(=O)O